C(C)C=1C=C2C=CC=NC2=C(C1)C(=O)NC1CCOCC1 6-ethyl-N-(tetrahydro-2H-pyran-4-yl)quinoline-8-carboxamide